tert-butyl 4-(4-(4-(difluoromethoxy)-3-(1-methyl-4-(pyrazolo[1,5-a]pyrimidine-3-carboxamido)-1H-pyrazol-3-yl)phenoxy)-1H-pyrazol-1-yl)piperidine-1-carboxylate FC(OC1=C(C=C(OC=2C=NN(C2)C2CCN(CC2)C(=O)OC(C)(C)C)C=C1)C1=NN(C=C1NC(=O)C=1C=NN2C1N=CC=C2)C)F